The molecule is a diastereoisomeric mixture containing sennoside A and sennoside B that is used as a laxative and cathartic. Its components are found in senna (Senna alexandrina, also known as Cassia angustifolia), where sennoside A and sennoside B are present in equal amounts, and in rhubarbs (Rheum rhabarbarum), where sennoside A predominates. It has a role as a laxative and a cathartic. It contains a sennoside A and a sennoside B. C1=CC2=C(C(=C1)O[C@H]3[C@@H]([C@H]([C@@H]([C@H](O3)CO)O)O)O)C(=O)C4=C(C2C5C6=C(C(=CC=C6)O[C@H]7[C@@H]([C@H]([C@@H]([C@H](O7)CO)O)O)O)C(=O)C8=C5C=C(C=C8O)C(=O)O)C=C(C=C4O)C(=O)O